C(#N)[C@@H](C)NC1=CC(=NC=C1N1N=NC(=C1)C1CCC(CC1)CCOC1OCCCC1)N1N=CC=2C1=NC=C(C2)C#N 1-(4-(((R)-1-cyanoethyl)amino)-5-(4-((1r,4R)-4-(2-((tetrahydro-2H-pyran-2-yl)oxy)ethyl)cyclohexyl)-1H-1,2,3-triazol-1-yl)pyridine-2-yl)-1H-pyrazolo[3,4-b]pyridine-5-carbonitrile